(3S,7aR,11aR)-9-benzyl-3-[(1R)-1-methylpropyl]-2,3,6,7,7a,8,10,11-octahydrooxazolo[2,3-j][1,6]naphthyridin-5-one C(C1=CC=CC=C1)N1C[C@H]2CCC(N3[C@]2(CC1)OC[C@@H]3[C@@H](CC)C)=O